4-(2-fluorophenyl)-2-(morpholin-4-yl)-8-(1H-pyrazol-5-yl)-1,7-naphthyridine FC1=C(C=CC=C1)C1=CC(=NC2=C(N=CC=C12)C1=CC=NN1)N1CCOCC1